1,1-dioxidothietan-3-yl (S)-2-methylene-4-oxo-4-((1-(4-(trifluoromethyl) phenyl)ethyl)amino)butanoate C=C(C(=O)OC1CS(C1)(=O)=O)CC(N[C@@H](C)C1=CC=C(C=C1)C(F)(F)F)=O